The molecule is a high-mannose oligosaccharide that is Man(a1-2)Man(a1-2)Man(a1-3)[Man(a1-2)Man(a1-3)[Man(a1-2)Man(a1-6)]Man(a1-6)]Man(b1-4)GlcNAc(b1-4)GlcNAc in which the hydroxy group at position 3 of the initial mannosyl gruop has been converted to the corresponding alpha-D-glucoside. It is a polysaccharide, a high-mannose oligosaccharide and a N-glycan derivative. It derives from a Man(a1-2)Man(a1-2)Man(a1-3)[Man(a1-2)Man(a1-3)[Man(a1-2)Man(a1-6)]Man(a1-6)]Man(b1-4)GlcNAc(b1-4)GlcNAc. CC(=O)N[C@@H]1[C@H]([C@@H]([C@H](O[C@H]1O[C@@H]2[C@H](OC([C@@H]([C@H]2O)NC(=O)C)O)CO)CO)O[C@H]3[C@H]([C@H]([C@@H]([C@H](O3)CO[C@@H]4[C@H]([C@H]([C@@H]([C@H](O4)CO[C@@H]5[C@H]([C@H]([C@@H]([C@H](O5)CO)O)O)O[C@@H]6[C@H]([C@H]([C@@H]([C@H](O6)CO)O)O)O)O)O[C@@H]7[C@H]([C@H]([C@@H]([C@H](O7)CO)O)O)O[C@@H]8[C@H]([C@H]([C@@H]([C@H](O8)CO)O)O)O)O)O)O[C@@H]9[C@H]([C@H]([C@@H]([C@H](O9)CO)O)O)O[C@@H]1[C@H]([C@H]([C@@H]([C@H](O1)CO)O)O)O[C@@H]1[C@H]([C@H]([C@@H]([C@H](O1)CO)O)O[C@@H]1[C@@H]([C@H]([C@@H]([C@H](O1)CO)O)O)O)O)O)O